CNC(=O)C1=CC(=CC=2[C@H](COC21)C2=CC=CC=C2)C(=O)NC=2C=NN(C2)C |r| (+/-)-N7-Methyl-N5-(1-methyl-1H-pyrazol-4-yl)-3-phenyl-2,3-dihydrobenzofuran-5,7-dicarboxamid